C(C)(C)(C)C(COCCOCC#CC1=C2C3=C(N(C2=CC=C1)C1C(NC(CC1)=O)=O)N=CC=C3)NC([O-])=O 1-tert-butyl(2-(2-((3-(9-(2,6-dioxopiperidin-3-yl)-9H-pyrido[2,3-b]indol-5-yl) prop-2-yn-1-yl)oxy)ethoxy)ethyl)carbamate